naphthyl isocyanate C1(=CC=CC2=CC=CC=C12)N=C=O